CC1=NN(C2=CN=C(C=C21)C=O)CCC methyl-1-propyl-1H-pyrazolo[3,4-c]pyridine-5-carbaldehyde